Racemic-N-(6-chloropyridin-3-yl)-6-(1-(1,3-dimethyl-1H-pyrazol-4-yl)ethoxy)isoquinolin-1-amine ClC1=CC=C(C=N1)NC1=NC=CC2=CC(=CC=C12)O[C@H](C)C=1C(=NN(C1)C)C |r|